NC1=NC=NN2C1=C(C=C2C=2C=C(C(=C(C(=O)N[C@@H]1CN(C[C@@H]1F)C(=O)C1CC(C1)F)C2)CC)F)C(F)(F)F 5-[4-amino-5-(trifluoromethyl)pyrrolo[2,1-f][1,2,4]triazin-7-yl]-2-ethyl-3-fluoro-N-[(3R,4S)-4-fluoro-1-(3-fluorocyclobutanecarbonyl)pyrrolidin-3-yl]benzamide